(2S)-2-[9H-fluorene-9-ylmethoxycarbonyl-(methyl)amino]-3-methylbutanoic acid C1=CC=CC=2C3=CC=CC=C3C(C12)COC(=O)N([C@H](C(=O)O)C(C)C)C